C1(CC1)C(C)OC1=C(C=CC(=C1F)F)CNC(=O)C=1C(=NC=C(C1)C=1C=CC=2N(N1)C=C(N2)NC(C)=O)OC N-{[2-(1-cyclopropylethoxy)-3,4-difluorophenyl]methyl}-5-{2-acetamidoimidazo[1,2-b]pyridazin-6-yl}-2-methoxypyridine-3-carboxamide